C(CCCCCCCCC)Br 1-decylbromide